NC1=CC=C(C2=CC=CC=C12)C#N 4-amino-1-naphthalonitrile